CC1=C(C=C(C=C1)CC(=O)N)S(=O)(=O)C (4-methyl-3-(methylsulfonyl)phenyl)acetamide